ClC=1C=2N(C=C(N1)C=1C=NN(C1)C)N=C(C2)C(=O)OCC ethyl 4-chloro-6-(1-methylpyrazol-4-yl)pyrazolo[1,5-a]pyrazine-2-carboxylate